[N+](=O)([O-])C1=CC=C(CC(C)[S-])C=C1 4-nitrobenzyl-ethanethiolate